COC1=C(C=C(C=N1)NC(=O)C1CCC(CC1)N1C(C2=CC=CC(=C2C1)C)=O)C (1s,4s)-N-(6-Methoxy-5-methylpyridin-3-yl)-4-(4-methyl-1-oxoisoindolin-2-yl)cyclohexanecarboxamide